(1r,5s,6r)-6-[5,5-dimethyl-4-(3-methylphenyl)-4,5-dihydro-1,2,4-oxadiazol-3-yl]-3-azabicyclo[3.1.0]Hexane TFA salt OC(=O)C(F)(F)F.CC1(N(C(=NO1)C1[C@H]2CNC[C@@H]12)C1=CC(=CC=C1)C)C